1-(4-(3-((4-amino-7-methyl-5-(4-methyl-3,4-dihydro-2H-benzo[b][1,4]oxazin-7-yl)-7H-pyrrolo[2,3-d]pyrimidin-6-yl)ethynyl)azetidin-1-yl)piperidin-1-yl)prop-2-en-1-one NC=1C2=C(N=CN1)N(C(=C2C=2C=CC1=C(OCCN1C)C2)C#CC2CN(C2)C2CCN(CC2)C(C=C)=O)C